COC1=C(/C=C/C(C2=CC(=C(C=C2)OC)NCC(=O)O)S(=O)(=O)C(C2=CC(=C(C=C2)OC)NCC(=O)O)\C=C\C2=C(C=C(C=C2OC)OC)OC)C(=CC(=C1)OC)OC (E)-2,4,6-trimethoxystyryl-3-[(carboxymethyl) amino]-4-methoxybenzyl sulfone